C1=CC(=CC=C1C(C2=CC=C(C=C2)Cl)(C(Cl)(Cl)Cl)O)Cl The molecule is a tertiary alcohol that is DDT in which the benzylic hydrogen has been replaced by a hydroxy group. It is an organochlorine acaricide, a member of monochlorobenzenes and a tertiary alcohol. It derives from a DDT.